1-(6-chloropyridin-3-yl)-N,N-dimethylmethanamine ClC1=CC=C(C=N1)CN(C)C